FC1(CCN(CC1)[C@H](C(=O)NC=1SC2=C(N1)C=C1CCCC1=C2)C)F (S)-2-(4,4-difluoropiperidin-1-yl)-N-(6,7-dihydro-5H-indeno[5,6-d]thiazol-2-yl)propanamide